NC1CCC(CC1)N1CCN(CC1)CCNC1CCC(CC1)N N1-(2-(4-(4-aminocyclohexyl)piperazin-1-yl)ethyl)cyclohexane-1,4-diamine